CC(C[C@H](C(NC1=CC(=C(C=C1)C1=C2C(=NC=C1)NC(=C2)C(F)(F)F)C)=O)NC(OC(C)(C)C)=O)C tert-Butyl N-[(1R)-3-methyl-1-[[3-methyl-4-[2-(trifluoromethyl)-1H-pyrrolo[2,3-b]pyridin-4-yl]phenyl]carbamoyl]butyl]carbamate